N,N-diethylamino-4-methyl-2-thiocoumarin C(C)N(CC)C=1C(OC2=CC=CC=C2C1C)=S